5-(2-fluorophenyl)-6,7-dihydro-5H-pyrrolo[1,2-b][1,2,4]triazole-2-carboxylic acid FC1=C(C=CC=C1)C1CCC=2N1N=C(N2)C(=O)O